N-(7-morpholino-5-(3-(m-tolyl)-1H-pyrazol-1-yl)thieno[3,2-b]pyridin-2-yl)tetrahydro-2H-pyran-4-carboxamide O1CCN(CC1)C1=C2C(=NC(=C1)N1N=C(C=C1)C=1C=C(C=CC1)C)C=C(S2)NC(=O)C2CCOCC2